C(C1=CC=CC=C1)OC1=CC(=C(C(=C1)C)CC1=CC=C2C(=N1)C(=CN2S(=O)(=O)C2=CC=C(C=C2)C)C(C)C)C 5-[(4-benzyloxy-2,6-dimethyl-phenyl)methyl]-3-isopropyl-1-(p-tolylsulfonyl)pyrrolo[3,2-b]pyridine